2-(isopropyl-(methyl)amino)-1-(4-methoxy-1H-pyrrolo[3,2-c]pyridin-3-yl)ethan-1-one C(C)(C)N(CC(=O)C1=CNC2=C1C(=NC=C2)OC)C